C(C)(=O)C1=C(C2=C(N=C(N=C2)NC=2C=NC(=CC2)N2CCN(CC2)CC2=CC=C(C=C2)CCl)N(C1=O)C1CCCC1)C 6-acetyl-2-((6-(4-(4-(chloromethyl)benzyl)piperazin-1-yl)pyridin-3-yl)amino)-8-cyclopentyl-5-methylpyrido[2,3-d]pyrimidin-7(8H)-one